OC(CCC(=O)O)C 4-hydroxypentanoic acid